CC(CC[NH3+])(C)C 3,3-dimethylbutylammonium